ethyl 2trans-4cis-decadienoate C(\C=C\C=C/CCCCC)(=O)OCC